3-[[4-[3-ethyl-5-isopropoxy-2-(2H-tetrazol-5-yl)phenyl]piperazin-1-yl]-methyl]pyridazine C(C)C=1C(=C(C=C(C1)OC(C)C)N1CCN(CC1)CC=1N=NC=CC1)C=1N=NNN1